3-Amino-N-(5-(3-(3,3-dimethylbutoxy)phenyl)-4-(2-methyl-6-(trifluoromethyl)phenyl)thiazol-2-yl)benzenesulfonamide NC=1C=C(C=CC1)S(=O)(=O)NC=1SC(=C(N1)C1=C(C=CC=C1C(F)(F)F)C)C1=CC(=CC=C1)OCCC(C)(C)C